NC=1C=C(C=CC1)S(=O)(=O)NC1=NC(=C(C=C1)C1=CC(=C(C=C1)Cl)OCC(C)(C)C)C1=CC=C(C=C1)C(F)(F)F 3-amino-N-(5-(4-chloro-3-(neopentyloxy)phenyl)-6-(4-(trifluoromethyl)phenyl)pyridin-2-yl)benzenesulfonamide